7-chloro-5-(2-chlorophenyl)-3-hydroxy-1,3-dihydro-1,4-benzodiazepine-2-one ClC=1C=CC2=C(C(=NC(C(N2)=O)O)C2=C(C=CC=C2)Cl)C1